FC=1C(=NC=C(C1)F)OC=1C=CC(=NC1)C(C(=O)N)C (5-((3,5-difluoropyridin-2-yl)oxy)pyridin-2-yl)propanamide